FC(C(=O)O)(F)F.N1(CCNCCC1)C(C=CC)=O 1-(1,4-diazepan-1-yl)but-2-en-1-one trifluoroacetic acid salt